1-(4-(benzylamino)-7-(cyclopropanecarboxamido)pyrrolo[2,1-f][1,2,4]triazin-2-yl)-2-methyl-1H-indole-4-carboxamide C(C1=CC=CC=C1)NC1=NC(=NN2C1=CC=C2NC(=O)C2CC2)N2C(=CC=1C(=CC=CC21)C(=O)N)C